ClC=1C=C(C=C(C1)Cl)C=1N=NN(C1)[C@H](C(=O)N1[C@@H](C[C@H](C1)O)C(=O)NC)C(C)(C)C (2S,4R)-1-[(2S)-2-[4-(3,5-dichlorophenyl)triazol-1-yl]-3,3-dimethyl-butanoyl]-4-hydroxy-N-methyl-pyrrolidine-2-carboxamide